P(O)(O)(=S)O[C@H]1[C@H]([C@@](O[C@@H]1CO)(N1C=NC=2C(=O)NC(N)=NC12)F)O fluoroguanosine-3'-phosphorothioate